OCC1=CC=C(C=C1)CNS(=O)(=O)C1=C(C=CC(=C1)[N+](=O)[O-])C N-[[4-(hydroxymethyl)phenyl]methyl]-2-methyl-5-nitro-benzenesulfonamide